(1,6-naphthyridin-4-yl)methanone N1=CC=C(C2=CN=CC=C12)C=O